C1(CCC1)SC1=NC=CC=C1C1=CC(=C(C(=C1)F)N1CCC(CC1)CC(=O)O)F 2-[1-[4-(2-cyclobutylsulfanyl-3-pyridyl)-2,6-difluoro-phenyl]-4-piperidinyl]acetic acid